5,5'-oxybis(8,10-difluoro-2,2-bis(4-methoxyphenyl)-2H-benzo[H]chromene) O(C1=C2C=CC(OC2=C2C(=C1)C=C(C=C2F)F)(C2=CC=C(C=C2)OC)C2=CC=C(C=C2)OC)C2=C1C=CC(OC1=C1C(=C2)C=C(C=C1F)F)(C1=CC=C(C=C1)OC)C1=CC=C(C=C1)OC